FC1=C(C(=CC=C1)F)C1=NC(=NC=C1)N 4-(2,6-difluorophenyl)pyrimidin-2-amine